COC(CC1=C(C=C(C=C1)Br)O)=O 2-(4-bromo-2-hydroxyphenyl)acetic acid methyl ester